2,2-bis(3-phenyl-4-hydroxyphenyl)propane C1(=CC=CC=C1)C=1C=C(C=CC1O)C(C)(C)C1=CC(=C(C=C1)O)C1=CC=CC=C1